NC=1C=C(C(=NC1)N1N=CC=C1C#N)Cl 2-(5-amino-3-chloro-2-pyridyl)pyrazole-3-carbonitrile